Cl.NCN1C(NC(C1C=1N=CSC1C1CC1)=O)=O (aminomethyl)-5-(5-cyclopropyl-1,3-thiazol-4-yl)imidazolidine-2,4-dione hydrochloride